nicotinamide ferulate C(\C=C\C1=CC(OC)=C(O)C=C1)(=O)O.C(C1=CN=CC=C1)(=O)N